N1(CCNCC1)C(=O)C=1C=C(CC2=NN=CC3=CC=CC=C23)C=CC1F 4-(3-(piperazine-1-carbonyl)-4-fluorobenzyl)phthalazin